O=C1NCCC(C1)C(=O)NC1=CNC2=CC=C(C=C12)C=1C=NN(C1)C1=CC=C(C=C1)C(F)(F)F 2-oxo-N-(5-{1-[4-(trifluoromethyl)phenyl]-1H-pyrazol-4-yl}-1H-indol-3-yl)piperidine-4-carboxamide